N-(3-methoxy-4-((6,7-dimethoxyquinolin-4-yl)oxy)phenyl)-2-(4-chloro-3-(trifluoromethyl)phenyl)acetamide COC=1C=C(C=CC1OC1=CC=NC2=CC(=C(C=C12)OC)OC)NC(CC1=CC(=C(C=C1)Cl)C(F)(F)F)=O